N,N-bis(4-bromophenyl)bicyclo[4.2.0]oct-1,3,5-trien-3-amine BrC1=CC=C(C=C1)N(C=1C=C2CCC2=CC1)C1=CC=C(C=C1)Br